CN1C(=NC2=C1C=CC(=C2)OC2=CC(=NC=C2)C=2NC(=CN2)C(F)(F)F)NC2=CC=C(C=C2)C(F)(F)F 1-methyl-5-[[2-[5-(trifluoromethyl)-1H-imidazol-2-yl]-4-pyridinyl]oxy]N-[4-(trifluoromethyl)phenyl]-1H-benzimidazol-2-amine